C1(CC1)N(C(OC(C)(C)C)=O)C1CNCC1 tert-butyl N-cyclopropyl-N-pyrrolidin-3-yl-carbamate